5-(2'-oxospiro[cyclopropane-1,3'-indoline]-1'-yl)nicotinaldehyde O=C1N(C2=CC=CC=C2C12CC2)C=2C=NC=C(C=O)C2